4-(1-(2,2-difluoroethyl)-3-phenyl-1H-pyrazol-4-yl)-7-methoxypyrido[3,2-d]pyrimidin-6-amine trifluoroacetate FC(C(=O)O)(F)F.FC(CN1N=C(C(=C1)C=1C2=C(N=CN1)C=C(C(=N2)N)OC)C2=CC=CC=C2)F